C(C)OC=1C=C(C=CC1OCC)COC1=CC=C(C=C1)/C=C/C(=O)C1=CC=C(C=C1)O (E)-3-[4-[(3,4-Diethoxyphenyl)methoxy]phenyl]-1-(4-hydroxyphenyl)prop-2-en-1-one